(9S)-7-[4-(2-azaspiro[4.5]decan-8-yl)-2-fluoro-phenyl]-4,5,9,13-tetramethyl-3-thia-1,8,11,12-tetrazatricyclo[8.3.0.02,6]trideca-2(6),4,7,10,12-pentaene C1NCCC12CCC(CC2)C2=CC(=C(C=C2)C=2C=1C(=C(SC1N1C(=NN=C1[C@@H](N2)C)C)C)C)F